2-(4-(4-(2-(5-amino-8-(furan-2-yl)-2-oxothiazolo[5,4-e][1,2,4]triazolo[1,5-c]pyrimidin-3(2H)-yl)ethyl)piperazin-1-yl)-3-fluorophenoxy)-N-(2-(dimethylamino)ethyl)acetamide NC1=NC2=C(C=3N1N=C(N3)C=3OC=CC3)SC(N2CCN2CCN(CC2)C2=C(C=C(OCC(=O)NCCN(C)C)C=C2)F)=O